NC1=NC2=C(C3=CN=CC=C13)C=C(C=C2)C(=O)N([C@H]2CCC1=CC(=CC=C21)C(F)(F)F)[C@@H](COC)C 5-amino-N-((R)-1-methoxypropan-2-yl)-N-((S)-5-(trifluoromethyl)-2,3-dihydro-1H-inden-1-yl)benzo[c][2,6]naphthyridin-9-carboxamide